methyl (Z)-1-(4-amino-2-fluorobut-2-en-1-yl)-4-(3-(N,N-dimethylsulfamoyl)phenyl)-2-methyl-1H-benzo[d]imidazol-6-carboxylate NC\C=C(\CN1C(=NC2=C1C=C(C=C2C2=CC(=CC=C2)S(N(C)C)(=O)=O)C(=O)OC)C)/F